2-(4-(2,6-bis(benzyloxy)pyridin-3-yl)-3,5-difluorophenyl)ethanol C(C1=CC=CC=C1)OC1=NC(=CC=C1C1=C(C=C(C=C1F)CCO)F)OCC1=CC=CC=C1